N[C@H](C(=O)NC(C1=CN=CC2=CC=CC=C12)C#N)CC1(CC1)F (2S)-2-amino-N-[cyano(4-isoquinolyl)methyl]-3-(1-fluorocyclopropyl)propanamide